FC1=C(C=C(C=C1)F)C1=CC=C(C=C1)N1C(N(CCC1)C=1SC=C(N1)C(=O)OC)=O methyl 2-(3-(2',5'-difluoro-[1,1'-biphenyl]-4-yl)-2-oxotetrahydropyrimidin-1(2H)-yl)thiazole-4-carboxylate